CC1=CC=CC=C1CCO toluene-ethanol